1,3,3a,4,5,9b-hexahydro-7-methyl-5-(tetrahydro-2,5-di-acetoxy-3-furanyl)-naphtho[1,2-c]-furan-1,3-dione CC=1C=C2C(CC3C(C(OC3=O)=O)C2=CC1)C1C(OC(C1)OC(C)=O)OC(C)=O